(Z)-1-(3-(2-((benzyloxy)methyl)-5-bromophenyl)-4-oxothiazolidin-2-ylidene)-3-(2-fluoro-4-(1-(4-(trifluoromethoxy)phenyl)-1H-1,2,4-triazol-3-yl)phenyl)urea C(C1=CC=CC=C1)OCC1=C(C=C(C=C1)Br)N1/C(/SCC1=O)=N/C(=O)NC1=C(C=C(C=C1)C1=NN(C=N1)C1=CC=C(C=C1)OC(F)(F)F)F